5-(4-((2-(3-ethylureido)-1-methyl-1H-imidazol-5-yl)methyl)piperazin-1-yl)-N,6-dimethylpicolinamide C(C)NC(NC=1N(C(=CN1)CN1CCN(CC1)C=1C=CC(=NC1C)C(=O)NC)C)=O